(R)-4-(3-bromo-5-((tetrahydrofuran-3-yl)thio)phenyl)morpholine BrC=1C=C(C=C(C1)S[C@H]1COCC1)N1CCOCC1